C(CCC)C1=NC2(C(N1)=O)CCCC2 2-butyl-1,3-diazaspiro[4.4]nonan-1-en-4-one